2,4-diethoxy-2,4,6,8-tetramethyl-cyclotetrasiloxane (2R,3R,4R-5R)-2-(5-fluoro-4-octanamido-2-oxopyrimidin-1(2H)-yl)-5-methyltetrahydrofuran-3,4-diyl-diacetate FC=1C(=NC(N(C1)[C@@H]1O[C@@H]([C@@H]([C@H]1CC(=O)O)CC(=O)O)C)=O)NC(CCCCCCC)=O.C(C)O[Si]1(O[SiH](O[SiH](O[Si](O1)(C)OCC)C)C)C